ClC=1C=NC=C(C1[C@@H](C)OC=1C=C2C(=NN(C2=CC1)C1OCCCC1)C1=C(C(=NC=C1)F)C#N)Cl [5-[(1R)-1-(3,5-dichloro-4-pyridinyl)ethoxy]-1-tetrahydropyran-2-yl-indazol-3-yl]-2-fluoro-pyridine-3-carbonitrile